O=C1N(CCC2=CC=NC=C12)CC=1OC2=C(C1)C=CC=C2C(=O)OCC(F)(F)F 2,2,2-Trifluoroethyl 2-((1-oxo-3,4-dihydro-2,7-naphthyridin-2(1H)-yl)methyl)benzofuran-7-carboxylate